BrC=1N=C(C=2N(C1)C=CN2)CCCC=C 6-bromo-8-(pent-4-en-1-yl)imidazo[1,2-a]Pyrazine